NC1=NC=C(C(=C1)C1=CC=C(C=C1)N1C[C@@H](N(CC1)C(=O)OC(C)(C)C)C)OC1=C(C(=CC=C1)Cl)C(=O)OC (S)-tert-butyl 4-(4-(2-amino-5-(3-chloro-2-(methoxycarbonyl)phenoxy)pyridin-4-yl)phenyl)-2-methylpiperazine-1-carboxylate